1-(4-((5-(2-methoxyethoxy)-2,3-dihydro-[1,4]dioxino[2,3-f]quinazolin-10-yl)oxy)phenyl)-3-(2-methoxypyridin-4-yl)urea COCCOC1=C2C(=C3C(=NC=NC3=C1)OC1=CC=C(C=C1)NC(=O)NC1=CC(=NC=C1)OC)OCCO2